bis[2-(methyldimethoxysilyl)1-isopropyl-1,3-butanedione] platinum (II) [Pt+2].C[Si](C(C(=O)C(C)C)C(C)=O)(OC)OC.C[Si](C(C(=O)C(C)C)C(C)=O)(OC)OC